3-(1H-indol-5-yl)-1,5,6,7,8,9-hexahydro-2H-cyclohepta[4,5]thieno[2,3-d]pyrimidine-2,4(3H)-dione N1C=CC2=CC(=CC=C12)N1C(NC2=C(C1=O)C1=C(S2)CCCCC1)=O